NC=1C(=C(C#N)C(=CC1C)C)C 3-amino-2,4,6-trimethylbenzonitrile